C(C)(C)(C)N1N=C(N=N1)C(=O)NCC1=C(C=C(C=C1)C1=NC=NN2C1=CC(=C2)N2CC(OCC2)C)C 2-(tert-butyl)-N-(2-methyl-4-(6-(2-methylmorpholino)pyrrolo[2,1-f][1,2,4]triazin-4-yl)benzyl)-2H-tetrazole-5-carboxamide